N-(4-(4-(3-amino-4-fluorophenyl)-2-(methylthio)-1-((2-(trimethylsilyl)ethoxy)methyl)-1H-imidazol-5-yl)pyridin-2-yl)acetamide NC=1C=C(C=CC1F)C=1N=C(N(C1C1=CC(=NC=C1)NC(C)=O)COCC[Si](C)(C)C)SC